2'-chloro-N-[5-(3-hydroxypyridine-2-carbonyl)-4H,5H,6H-pyrrolo[3,4-d][1,3]thiazol-2-yl]-5'-methoxy-6-methyl-[4,4'-bipyridine]-3-carboxamide ClC1=NC=C(C(=C1)C1=C(C=NC(=C1)C)C(=O)NC=1SC2=C(N1)CN(C2)C(=O)C2=NC=CC=C2O)OC